methyl (1S,3S)-3-((6-(5-(((4-chloro-6-cyclopropyl-1,3,5-triazin-2-yl)amino)methyl)-1-methyl-1H-1,2,3-triazol-4-yl)-2-methylpyridin-3-yl)oxy)cyclohexane-1-carboxylate ClC1=NC(=NC(=N1)C1CC1)NCC1=C(N=NN1C)C1=CC=C(C(=N1)C)O[C@@H]1C[C@H](CCC1)C(=O)OC